[Os+2].N1=C(C=CC=C1)C1=NC=CC=C1.N1=C(C=CC=C1)C1=NC=CC=C1 bis(2,2-bipyridine) osmium (II)